spirobi(dibenzosilol) C12(C=CC=C3[SiH]=C4C(=C31)C=CC=C4)C=CC=C4[SiH]=C3C(=C42)C=CC=C3